3-methylisothiazole-4-carboxamide CC1=NSC=C1C(=O)N